3,7-dioxa-4-aza-6-phosphononanoic acid P(=O)(=O)C(CNOCC(=O)O)OCC